6-(6-chloro-4-{3,8-diazabicyclo[3.2.1]oct-3-yl}-2-({1-[(3,3-dimethylpiperidin-1-yl)methyl]cyclopropyl}methoxy)-8-fluoroquinazolin-7-yl)-4-methyl-5-(trifluoromethyl)pyridin-2-amine ClC=1C=C2C(=NC(=NC2=C(C1C1=C(C(=CC(=N1)N)C)C(F)(F)F)F)OCC1(CC1)CN1CC(CCC1)(C)C)N1CC2CCC(C1)N2